NC1C=2C=CC(N(C2CCC1)C)=O 5-amino-1-methyl-1,2,5,6,7,8-hexahydroquinolin-2-one